ClC=1C(=CC(=C(C1)N1C(C=CC2=CC(=CC=C12)S(=O)(=O)N(CC1=CC=C(C=C1)OC)C1=NOC=C1)=O)OC)C1CC(C1)(F)F (P)-1-(5-chloro-4-(3,3-difluorocyclobutyl)-2-methoxyphenyl)-N-(isoxazol-3-yl)-N-(4-methoxybenzyl)-2-oxo-1,2-dihydroquinoline-6-sulfonamide